5-chloro-1'-(1H-pyrazol-4-ylmethyl)spiro[1H-isobenzofuran-3,4'-piperidine]-1-carbonitrile ClC=1C=C2C(=CC1)C(OC21CCN(CC1)CC=1C=NNC1)C#N